C(C1=CC=CC=C1)OC(=O)NC1(CN(C1)C(=O)OC(C)(C)C)CNC1=C(SC2=C1C=1N=CC(=NC1C=C2)OC)C(=O)OC tert-butyl 3-{[(benzyloxy)carbonyl]amino}-3-({[3-methoxy-8-(methoxycarbonyl)thieno[3,2-f]quinoxalin-9-yl]amino}methyl)azetidine-1-carboxylate